2-(((1r,4r)-4-(((5-methoxypyridin-3-yl)(phenyl)carbamoyloxy)methyl)cyclohexyl)methoxy)acetic acid COC=1C=C(C=NC1)N(C(=O)OCC1CCC(CC1)COCC(=O)O)C1=CC=CC=C1